BrC1=C(C2=C(N(C=C2C(C)C)C(=O)OC(C)(C)C)S1)C tert-butyl 2-bromo-4-isopropyl-3-methyl-thieno[2,3-b]pyrrole-6-carboxylate